ClCC=1OC(=NN1)C1=C(C=CC=C1)Br 2-(chloromethyl)-5-(2-bromophenyl)-1,3,4-oxadiazole